5-((1E,3E)-Hexa-1,3-dienyl)-5-methyl-4-oxo-2-((E)-propenyl)-4,5-dihydro-furan-3-carboxylic acid C(=C\C=C\CC)/C1(C(C(=C(O1)\C=C\C)C(=O)O)=O)C